[2-(4-chlorophenyl)-2-oxoethyl]malononitrile ClC1=CC=C(C=C1)C(CC(C#N)C#N)=O